C1(=CC=CC=C1)C(C#C[Si](C(C)C)(C(C)C)C(C)C)(O)C1=CC=CC=C1 1,1-diphenyl-3-(triisopropylsilyl)prop-2-yn-1-ol